COC(=O)C=1CSCCC1OS(=O)(=O)C(F)(F)F 4-(((trifluoromethyl)sulfonyl)oxy)-5,6-dihydro-2H-thiopyran-3-carboxylic acid methyl ester